1-[4-(1,3-benzothiazol-2-yloxy)-3-(iso-propyloxy)-phenyl]pentan-3-one S1C(=NC2=C1C=CC=C2)OC2=C(C=C(C=C2)CCC(CC)=O)OC(C)C